1-(4-methoxybenzyl)-3-(6-(4-phenyloxazol-2-yl)spiro[3.3]heptan-2-yl)urea COC1=CC=C(CNC(=O)NC2CC3(C2)CC(C3)C=3OC=C(N3)C3=CC=CC=C3)C=C1